C(#N)C1CC2(C1)C[C@H](N(CC2)CC2=C1C=CNC1=C(C=C2C2CC2)C)C2=CC=C(C(=O)NCC1=CC(NC=C1)=O)C=C2 4-((2S,4r,6S)-2-cyano-7-((5-cyclopropyl-7-methyl-1H-indol-4-yl)methyl)-7-azaspiro[3.5]nonan-6-yl)-N-((2-oxo-1,2-dihydropyridin-4-yl)methyl)benzamide